(R)-N-(3'-(5-((3-acetamidopyrrolidin-1-yl)methyl)-6-methoxypyridin-2-yl)-2,2'-dimethyl-[1,1'-biphenyl]-3-yl)-1-methyl-4,5,6,7-tetrahydro-1H-imidazo[4,5-c]pyridine-2-carboxamide C(C)(=O)N[C@H]1CN(CC1)CC=1C=CC(=NC1OC)C=1C(=C(C=CC1)C1=C(C(=CC=C1)NC(=O)C=1N(C2=C(CNCC2)N1)C)C)C